(2R,4S)-4-(3-bromo-4-cyano-5-(methylamino)-1H-pyrazol-1-yl)-2-(methoxymethyl)pyrrolidine-1-carboxylic acid tert-butyl ester C(C)(C)(C)OC(=O)N1[C@H](C[C@@H](C1)N1N=C(C(=C1NC)C#N)Br)COC